N-(12-aminododecyl)-2-nitrobenzenesulfonamide NCCCCCCCCCCCCNS(=O)(=O)C1=C(C=CC=C1)[N+](=O)[O-]